C(C)(=O)OC(C)C1(CCC1)C(=O)O 1-[1-(acetyloxy)ethyl]cyclobutane-1-carboxylic acid